lead oxide [Pb]=O